5'H-spiro[cyclobutane-1,7'-furo[3,4-d]pyrimidine]-1'-carbonitrile N1(CN=CC2=C1C1(OC2)CCC1)C#N